[Si](C)(C)(C(C)(C)C)OCC1=C(C(=NN1CC(=O)OC)C)I methyl 2-[5-[[tert-butyl(dimethyl)silyl] oxymethyl]-4-iodo-3-methyl-pyrazol-1-yl]acetate